N=1ON=C2C1C=CC=C2C2C(=C(NC(=C2C(=O)OC(C)C)C)C)C(=O)OC 3-O-Methyl 5-O-propan-2-yl 4-(2,1,3-benzoxadiazol-4-yl)-2,6-dimethyl-1,4-dihydropyridin-3,5-dicarboxylat